CN1N=C(N=C1)C1CCC(CC1)N1CCOC[C@@H]1CC1=CC=C(C=C1)C(F)(F)F (2R,5S)-4-(4-(1-Methyl-1H-1,2,4-triazol-3-yl)cyclohexyl)-5-(4-(triFluoromethyl)benzyl)morpholin